C(C)(C)(C)OC(CC1=C2CCCC2=CC=C1C1=CC(=NC=C1)F)=O 2-(5-(2-Fluoropyridin-4-yl)-2,3-dihydro-1H-inden-4-yl)acetic acid tert-butyl ester